4-(6-methoxy-1-oxo-3,4-dihydroisoquinolin-2-yl)benzonitrile COC=1C=C2CCN(C(C2=CC1)=O)C1=CC=C(C#N)C=C1